zinc lysine N[C@@H](CCCCN)C(=O)O.[Zn]